ClC1=CC(=CC(=N1)C1=CC(=NC(=C1)C(NC)=O)F)C1CN(CC(O1)C(F)F)C(=O)OC(C)(C)C tert-butyl 2-(6-chloro-2'-fluoro-6'-(methylcarbamoyl)-[2,4'-bipyridin]-4-yl)-6-(difluoromethyl)morpholine-4-carboxylate